C[Si](OC=1CCN(CC1)C(=O)OC(C)(C)C)(C)C tert-butyl 4-trimethylsilyloxy-3,6-dihydro-2H-pyridine-1-carboxylate